2-(N,N-diethylanilin-4-yl)-4,6-bis(3,5-dimethyl-pyrazol-1-yl)-1,3,5-triazine C(C)N(C1=CC=C(C=C1)C1=NC(=NC(=N1)N1N=C(C=C1C)C)N1N=C(C=C1C)C)CC